fluoro 2-methylethylene carbonate C(O)(O)=O.FC=CC